3-(1-cyclopropyl-3-(trifluoromethyl)-1H-pyrazol-5-yl)-8-(dimethylamino)-8-(3-fluorophenyl)-1,3-diazaspiro[4.5]decan-2-one C1(CC1)N1N=C(C=C1N1C(NC2(C1)CCC(CC2)(C2=CC(=CC=C2)F)N(C)C)=O)C(F)(F)F